4-(3-((5-cyano-4-(4-fluorophenyl)thiazol-2-yl)(methyl)amino)-2-ethyl-7-methyl-2H-indazol-5-yl)piperazine-1-carboxylic acid tert-butyl ester C(C)(C)(C)OC(=O)N1CCN(CC1)C1=CC2=C(N(N=C2C(=C1)C)CC)N(C)C=1SC(=C(N1)C1=CC=C(C=C1)F)C#N